NC=1C(=NC=C(C1)S(=O)(=O)C1=CC=C(C=C1)OC(F)(F)F)C(=O)NCC(CO)(C)C 3-amino-N-(3-hydroxy-2,2-dimethylpropyl)-5-{[4-(trifluoromethoxy)phenyl]sulfonyl}pyridine-2-carboxamide